N-methyl-benzimidazol CN1C=NC2=C1C=CC=C2